NC1=C(C=C(C=C1)NCCCN1C=NC=C1)C N-(4-Amino-3-methylphenyl)-N-[3-(1H-imidazol-1-yl)-propyl]amin